2-(4-((1R,5S)-3,8-diazabicyclo[3.2.1]octan-3-yl)-8-fluoro-2-(((2R,7aS)-2-fluorotetrahydro-1H-pyrrolizin-7a(5H)-yl)methoxy)quinazolin-7-yl)-4-aminobenzonitrile [C@H]12CN(C[C@H](CC1)N2)C2=NC(=NC1=C(C(=CC=C21)C2=C(C#N)C=CC(=C2)N)F)OC[C@]21CCCN1C[C@@H](C2)F